2-(4-(4-(7-acetoxy-2-oxo-2H-chromene-3-carbonyl)piperazin-1-yl)phenyl)-7-(diethylamino)chromenylium C(C)(=O)OC1=CC=C2C=C(C(OC2=C1)=O)C(=O)N1CCN(CC1)C1=CC=C(C=C1)C1=[O+]C2=CC(=CC=C2C=C1)N(CC)CC